methyl 3,5-difluoro-4-chloromethylbenzoate FC=1C=C(C(=O)OC)C=C(C1CCl)F